trans-(1-((5-(Aminomethyl)thiazol-2-yl)sulfonyl)-5-phenylpiperidin-3-yl)(1,1-dioxidothiomorpholino)methanone 2,2,2-trifluoroacetate FC(C(=O)O)(F)F.NCC1=CN=C(S1)S(=O)(=O)N1C[C@H](C[C@@H](C1)C1=CC=CC=C1)C(=O)N1CCS(CC1)(=O)=O